methyl-1H-indole-3-carboxamide CN1C=C(C2=CC=CC=C12)C(=O)N